FC1=C(C=C(C=C1)F)C1=NC2=C(N1)C=C(C=C2)NC(=O)C=2C=1N=CC=NC1C=C(C2)F N-[2-(2,5-Difluorophenyl)-1H-benzimidazol-6-yl]-7-fluoro-5-quinoxalinecarboxamide